(3,5-dimethoxyphenyl)oxoisophthalic acid COC=1C=C(C=C(C1)OC)C1=C(C(C(C(=O)O)C=C1)=O)C(=O)O